6-(7-(difluoromethyl)-6-(1-methyl-1H-pyrazol-4-yl)-3,4-dihydroquinolin-1(2H)-yl)imidazo[1,2-b]pyridazine-3-carboxylic acid FC(C1=C(C=C2CCCN(C2=C1)C=1C=CC=2N(N1)C(=CN2)C(=O)O)C=2C=NN(C2)C)F